C(C(=C)C)(=O)OCCCCCCCCCCCCCCOC(C=C)=O 14-(acryloyloxy)-tetradecyl methacrylate